FC(OC=1C=CC2=C(NC(=N2)C=2C=C(C=CC2)NC2=NC=C(N=C2)C2=NC=CC=C2)C1)F N-(3-(6-(difluoromethoxy)-1H-benzo[d]imidazol-2-yl)phenyl)-5-(pyridin-2-yl)pyrazin-2-amine